BrC=1C=CC2=CN(N=C2C1)C1CCOCC1 6-bromo-2-(oxan-4-yl)indazole